S1C(=NC2=C1C=CC=C2)C2=C(C(=C(C(=C2C#N)C2=CC=C(C=C2)N2C1=CC=C(C=C1C=1C=C(C=CC21)C#N)C#N)N2C1=CC=CC=C1C=1C=C(C=CC21)C2=CC=CC=C2)N2C1=CC=CC=C1C=1C=C(C=CC21)C2=CC=CC=C2)C2=CC=C(C=C2)N2C1=CC=C(C=C1C=1C=C(C=CC21)C#N)C#N 9,9'-(2'-(benzo[d]thiazol-2-yl)-3'-cyano-5',6'-bis(3-phenyl-9H-carbazol-9-yl)-[1,1':4',1''-terphenyl]-4,4''-diyl)bis(9H-carbazole-3,6-dicarbonitrile)